BrC=1C(=CC(N(C1)C)=O)C=1C2=C(C(N(C1)C)=O)N(C(=C2)C(=O)OCC)S(=O)(=O)C2=CC=C(C)C=C2 Ethyl 4-(5-bromo-1-methyl-2-oxo-1,2-dihydropyridin-4-yl)-6-methyl-7-oxo-1-tosyl-6,7-dihydro-1H-pyrrolo[2,3-c]pyridine-2-carboxylate